xylyl-L-tartaric acid C1(=C(C(=CC=C1)C)C)[C@@](C(=O)O)(O)[C@@H](O)C(=O)O